(5-(3-(2,2-dimethylpyrrolidin-1-yl)propionamido)-2-methylpyridin-3-yl)-2-(1H-pyrazolo[3,4-b]pyridin-1-yl)pyrazolo[5,1-b]thiazole-7-carboxamide CC1(N(CCC1)CCC(=O)NC=1C=C(C(=NC1)C)C=1N2C(SC1N1N=CC=3C1=NC=CC3)=C(C=N2)C(=O)N)C